bis[3-(triethoxysilyl)propyl]urea CCO[Si](CCCNC(=O)NCCC[Si](OCC)(OCC)OCC)(OCC)OCC